(4R,7S,8R,11S,12S,E)-4-((tert-butyldimethylsilyl)oxy)-8-hydroxy-12-((E)-1-iodoprop-1-en-2-yl)-7,11-dimethyloxacyclododec-9-en-2-one [Si](C)(C)(C(C)(C)C)O[C@H]1CC(O[C@@H]([C@H](/C=C/[C@@H]([C@H](CC1)C)O)C)/C(=C/I)/C)=O